tert-butyl (3R,4S)-3-fluoro-4-[[1-[4-fluoro-1-[1-[(4-methoxyphenyl)methyl]-2,6-dioxo-3-piperidyl]-3-methyl-2-oxo-benzimidazol-5-yl]azetidin-3-yl]methoxy]piperidine-1-carboxylate F[C@@H]1CN(CC[C@@H]1OCC1CN(C1)C1=C(C2=C(N(C(N2C)=O)C2C(N(C(CC2)=O)CC2=CC=C(C=C2)OC)=O)C=C1)F)C(=O)OC(C)(C)C